ClC=1C(=C2C=NNC2=C(C1F)NC(C)C)C=1N=CC=2N(C1)C=C(N2)N2CCOCC2 5-chloro-6-fluoro-N-isopropyl-4-(2-morpholinoimidazo[1,2-a]pyrazin-6-yl)-1H-indazol-7-amine